7-chloro-N-(3-(hydroxy)-4-(methoxy)phenyl)quinolin-4-amine ClC1=CC=C2C(=CC=NC2=C1)NC1=CC(=C(C=C1)OC)O